Cl.COC1=CC=2N(C=C1C(=O)NC=1N=NC(=CC1)N1CC(NCC1)C)C=C(N2)C 7-methoxy-2-methyl-N-(6-(3-methylpiperazin-1-yl)pyridazin-3-yl)imidazo[1,2-a]pyridine-6-carboxamide hydrochloride